P(O)(O)O.P(O)(O)=O Phosphonic acid (phosphite)